ClC1=C2C=NNC2=CC=C1NC1=NOC(=N1)C1=CC(=C(OCC(=O)NC(C)C)C=C1)OC 2-[4-[3-[(4-chloro-1H-indazol-5-yl)amino]-1,2,4-oxadiazol-5-yl]-2-methoxy-phenoxy]-N-isopropyl-acetamide